ClC=1C(=NC=C(C1CC(=O)O)Cl)OC 2-(3,5-dichloro-2-methoxy-4-pyridinyl)acetic acid